NN1C(OCC2(CC2)C1)=O 7-amino-5-oxa-7-azaspiro[2.5]octan-6-one